FC1=CC(=CC=2N(C(=NC21)C2=CC=C(C=C2)S(=O)(=O)C)C)C2CCN(CC2)C2CC1CCC(C2)N1C(C)C 4-Fluoro-6-(1-(8-isopropyl-8-azabicyclo[3.2.1]octan-3-yl)piperidin-4-yl)-1-methyl-2-(4-(methylsulfonyl)phenyl)-1H-benzo[d]imidazol